ClC=1C(=CC=2N(C1)C(=CN2)C2=CC=CC(=N2)NC2CNCC2)OC 6-(6-chloro-7-methoxyimidazo[1,2-a]pyridin-3-yl)-N-(pyrrolidin-3-yl)pyridin-2-amine